CC1(NC(C=2SC(=C3OCCCN1C23)C2=CC=NC=C2)=O)C 5,5-Dimethyl-1-(pyridin-4-yl)-4,5,7,8-tetrahydro-3H,6H-9-oxa-2-thia-4,5a-diazabenzo[cd]azulen-3-one